CN1CCC(CC1)C1=CC=C(C=N1)N 6-(1-methylpiperidin-4-yl)pyridin-3-amine